ClCC1=CC=C(C=C1)S(=O)(=N)CC 1-(Chloromethyl)-4-(ethylsulfonimidoyl)benzene